4-(pentafluoro-λ6-sulfanyl)-N-[trans-4-(4-{5H-pyrrolo[3,2-d]pyrimidin-2-yl}benzenesulfonyl)cyclohexyl]aniline FS(C1=CC=C(N[C@@H]2CC[C@H](CC2)S(=O)(=O)C2=CC=C(C=C2)C=2N=CC3=C(N2)C=CN3)C=C1)(F)(F)(F)F